N1=CC(=C2N1C=CC=C2)C2=CC=C1NC=C3N(C1=C2)CN=N3 8-pyrazolo[1,5-a]pyridin-3-yl-5H-[1,2,4]triazolo[4,3-a]quinoxaline